CN(CC(=O)N1CCC(CC1)COC=1C=C2C(=C(NC2=CC1)C=1C(=C(C(N(C1)C)=O)C)C)C(C)C)C 5-(5-((1-(Dimethylglycyl)piperidin-4-yl)methoxy)-3-isopropyl-1H-indol-2-yl)-1,3,4-trimethylpyridin-2(1H)-on